FC1=CC(=NC2=CC=C(C=C12)C=O)C (4-fluoro-2-methylquinolin-6-yl)methanone